(1R,3S,5R)-3-amino-N,N-dimethyl-5-{[6-(2,2,2-trifluoroethyl)thieno[2,3-d]pyrimidin-4-yl]amino}cyclohexane-1-carboxamide N[C@H]1C[C@H](C[C@H](C1)NC=1C2=C(N=CN1)SC(=C2)CC(F)(F)F)C(=O)N(C)C